ClC1=CC=C(C=C1)C1=CC2=C(N(C(N2C([2H])([2H])[2H])=O)C([2H])([2H])[2H])C=C1 5-(4-chlorophenyl)-1,3-bis[methyl-d3]-1,3-dihydro-2H-benzo[d]imidazol-2-one